OC(=CC=CC=CC(=O)O)C=CC=CCCCCCC(CCCCC)O 7,17-dihydroxy-docosapentaenoic acid